BrC1=CC(=C(C(=C1)F)CCNC1=CC(=NC=N1)C1=CC(=CS1)Cl)F 5-{6-[2-(4-Bromo-2,6-difluoro-phenyl)-ethylamino]-pyrimidin-4-yl}-3-chloro-thiophene